4-(2-chlorophenyl)-N-((2R)-4-fluorobut-2-yl-4-d)-N-methyl-quinazoline-2-carboxamide ClC1=C(C=CC=C1)C1=NC(=NC2=CC=CC=C12)C(=O)N(C)[C@H](C)CC([2H])F